C(C1=CC=CC=C1)N1CCC(CC1)NC(CCC1=NN=C2N1C=C(C=C2)N2CCN(CC2)C)=O N-(1-benzylpiperidin-4-yl)-3-(6-(4-methylpiperazin-1-yl)-[1,2,4]triazolo[4,3-a]pyridin-3-yl)propanamide